4-{[6-(5-Chloro-2-Fluorophenyl)-3-Methylpyridazin-4-Yl]Amino}Quinolin-7-Ol-Hydrobromide Br.ClC=1C=CC(=C(C1)C1=CC(=C(N=N1)C)NC1=CC=NC2=CC(=CC=C12)O)F